tert-Butyl N-nonyl-N-(4-oxo-4-(pentylthio)butyl)glycinate C(CCCCCCCC)N(CC(=O)OC(C)(C)C)CCCC(SCCCCC)=O